(1-bromo-7-(trifluoromethyl)indolizin-3-yl)(4-(trifluoromethyl)phenyl)methanone BrC=1C=C(N2C=CC(=CC12)C(F)(F)F)C(=O)C1=CC=C(C=C1)C(F)(F)F